C(CCC)(=O)[NH-] butyrylamide